1-(1-butoxyprop-1-en-2-yl)-4-(1-(2-(2-isopropoxyethoxy)ethoxy)prop-1-en-2-yl)benzene C(CCC)OC=C(C)C1=CC=C(C=C1)C(=COCCOCCOC(C)C)C